[SH2]1(CCCC1)=O tetrahydro-1H-1lambda6-thiophene-1-oxide